(R)-N-(4-amino-3-hydroxybicyclo[2.2.2]octan-1-yl)-2-(4-chloro-3-fluorophenoxy)acetamide 2,2,2-trifluoroacetate FC(C(=O)O)(F)F.NC12[C@@H](CC(CC1)(CC2)NC(COC2=CC(=C(C=C2)Cl)F)=O)O